COC(C1=C(C=C(C=C1)C(F)(F)F)NC(CCC(=O)OC)=O)=O 2-(4-methoxy-4-oxobutanoylamino)-4-(trifluoromethyl)benzoic acid methyl ester